2-amino-6-(2-fluorophenyl)-5-methyl-pyridine-3-carbonitrile NC1=NC(=C(C=C1C#N)C)C1=C(C=CC=C1)F